N[C@H](C(=O)NCCCCCNC(OCC1C2=CC=CC=C2C=2C=CC=CC12)=O)CCCC1=CC(=CC=C1)O (9H-fluoren-9-yl)methyl (S)-(5-(2-amino-5-(3-hydroxyphenyl)pentanamido)pentyl)carbamate